(2-Fluoro-5-formyl-4-nitrophenyl)carbamic acid tert-butyl ester C(C)(C)(C)OC(NC1=C(C=C(C(=C1)C=O)[N+](=O)[O-])F)=O